2-((S)-1-phenylethyl)-5-(4,4,5,5-tetramethyl-1,3,2-dioxaborolan-2-yl)-2-azabicyclo[2.2.1]heptane-3-carboxylate C1(=CC=CC=C1)[C@H](C)N1C2CC(C(C1C(=O)[O-])C2)B2OC(C(O2)(C)C)(C)C